BrC=1C(=CC(=C(C1)S(=O)(=O)NC=1SC=CN1)F)NCCCCNC[C@H]1NCCC1 5-bromo-2-fluoro-4-[(4-{[(2S)-pyrrolidin-2-ylmethyl]amino}butyl)amino]-N-1,3-thiazol-2-ylbenzenesulfonamide